C(C1=CC=CC=C1)(=O)N(C(C1=CC=C(C=C1)Cl)=O)C1=CC=CC=C1 N-benzoyl-4-chloro-N-phenylbenzamide